1-[5-ethylsulfanyl-6-[2-oxo-1-(2,2,3,3,3-pentafluoropropyl)-1,7-naphthyridin-6-yl]-3-pyridyl]cyclopropanecarbonitrile C(C)SC=1C=C(C=NC1C=1C=C2C=CC(N(C2=CN1)CC(C(F)(F)F)(F)F)=O)C1(CC1)C#N